ClC1=CC=C(C=C1)C(=C)C 1-chloro-4-(prop-1-en-2-yl)benzene